(E)-1-Cyclobutoxy-7-(2-(4-((5-cyclopropyl-3-(3,5-dichloropyridin-4-yl)isoxazol-4-yl)methoxy)bicyclo[2.2.2]octan-1-yl)vinyl)isochinolin C1(CCC1)OC1=NC=CC2=CC=C(C=C12)\C=C\C12CCC(CC1)(CC2)OCC=2C(=NOC2C2CC2)C2=C(C=NC=C2Cl)Cl